BrC1=CC=C2C=CC(=CC2=C1)OCC(=O)NC1=CC=CC=C1 2-((7-bromonaphthalen-2-yl)oxy)-N-phenylacetamide